iridium 1,5-cyclooctadiene C1=CCCC=CCC1.[Ir]